C(C1=CC=CC=C1)(C1=CC=CC=C1)(C1=CC=CC=C1)NS(=O)C=1C=NN2C1OCC1(C2)CC1 N-trityl-5',7'-dihydrospiro[cyclopropane-1,6'-pyrazolo[5,1-b][1,3]oxazine]-3'-sulfinamide